C(C)(C)(C)C1=CN=C(O1)[C@H]1C[C@H](CC1)C1=CC(=NN1)N cis-5-(3-(5-(tert-butyl)oxazol-2-yl)cyclopentyl)-1H-pyrazol-3-amine